C12(CC3CC(CC(C1)C3)C2)NCCCCCCN(C)CC2=CC=CC=3N(C(N(C32)C)=O)C3C(NC(CC3)=O)=O 3-(4-(((6-((adamantan-1-yl)amino)hexyl)(methyl)amino)methyl)-3-methyl-2-oxo-2,3-dihydro-1H-benzo[d]imidazol-1-yl)piperidine-2,6-dione